2-{3-[(3R,5S)-3-methyl-5-(propan-2-yl)piperazin-1-yl]-1,2,4-triazin-6-yl}-5-(1,2,4-thiadiazol-5-yl)phenol C[C@@H]1CN(C[C@@H](N1)C(C)C)C=1N=NC(=CN1)C1=C(C=C(C=C1)C1=NC=NS1)O